3-(1H-Benzo[d]imidazol-6-yl)-2-(naphthalen-1-yl)thiazolidin-4-on N1C=NC2=C1C=C(C=C2)N2C(SCC2=O)C2=CC=CC1=CC=CC=C21